1-allyl-N-(5-((3-chloro-2-((diphenylmethylene)amino)pyridin-4-yl)oxy)pyridin-2-yl)-5-(4-fluorophenyl)-4-oxo-1,4-dihydropyridazine-3-carboxamide C(C=C)N1N=C(C(C(=C1)C1=CC=C(C=C1)F)=O)C(=O)NC1=NC=C(C=C1)OC1=C(C(=NC=C1)N=C(C1=CC=CC=C1)C1=CC=CC=C1)Cl